C(C)(C)(C)OC(=O)N1[C@H](CCC1)C(=O)O (R)-1-(tert-butoxycarbonyl)pyrrolidine-2-carboxylic acid